(-)-6-(4-Chlorophenyl)-N-(2-hydroxy-3-methoxypropyl)-2-(1-methyl-1H-pyrazol-4-yl)-3-oxo-2,3-dihydropyridazine-4-carboxamide ClC1=CC=C(C=C1)C=1C=C(C(N(N1)C=1C=NN(C1)C)=O)C(=O)NCC(COC)O